diethylene glycol diphenyl ether diisocyanate [N-]=C=O.[N-]=C=O.C1(=CC=CC=C1)OCCOCCOC1=CC=CC=C1